C(#N)C1=CC(=C(COC2=CC=CC(=N2)C23CCN(CC3C2)C(=O)OCC2=CC=CC=C2)C=C1)F Benzyl 6-(6-((4-cyano-2-fluorobenzyl) oxy) pyridin-2-yl)-3-azabicyclo[4.1.0]heptane-3-carboxylate